FC=1C(=C(C=CC1)NS(=O)(=O)C1=CC=C(C=C1)S(=O)(=O)N(C)C)N1CCC(CC1)(C1=CC=CC=C1)C N1-(3-fluoro-2-(4-methyl-4-phenylpiperidin-1-yl)phenyl)-N4,N4-dimethylbenzene-1,4-disulfonamide